2-aminobenzenethiol NC1=C(C=CC=C1)S